N-[2-(2,4-dichlorophenyl)ethyl]-2-[1-[(4-methylphenyl)methyl]-5-oxopyrrolidin-2-yl]acetamid ClC1=C(C=CC(=C1)Cl)CCNC(CC1N(C(CC1)=O)CC1=CC=C(C=C1)C)=O